C(C=C)(=O)C(CC)O[Si](OCCC)(OCCC)CCCO acryloylhydroxypropyl-tripropoxysilane